N-(2-(2-cyanopyrrolidin-1-yl)-2-oxoethyl)-6-methoxyquinoline-4-carboxamide C(#N)C1N(CCC1)C(CNC(=O)C1=CC=NC2=CC=C(C=C12)OC)=O